FC1=C(C(=O)O)C=C(C=C1)NC(C1=C(C=CC(=C1)C(F)(F)F)OC1=C(C=C(C=C1)F)C)=O 2-Fluoro-5-(2-(4-fluoro-2-methylphenoxy)-5-(trifluoromethyl)benzamido)benzoic acid